ClC1=C(CN2CCN(C3=CC=CC=C23)C(CN2CCCC2)=O)C=CC=C1 1-(4-(2-Chlorobenzyl)-3,4-dihydroquinoxalin-1(2H)-yl)-2-(pyrrolidin-1-yl)ethan-1-one